tert-Butyl 3-{3-fluoro-4-[(7-methoxy-6-nitroquinazolin-4-yl)amino]phenoxy}-1H-pyrazole-1-carboxylate FC=1C=C(OC2=NN(C=C2)C(=O)OC(C)(C)C)C=CC1NC1=NC=NC2=CC(=C(C=C12)[N+](=O)[O-])OC